6-amino-4,4-dimethyl-3,4-dihydroisoquinolin-1(2H)-one NC=1C=C2C(CNC(C2=CC1)=O)(C)C